[(3R,4R)-3-[(5-bromo-1-{[2-(trimethylsilyl)ethoxy]methyl}pyrrolo[2,3-b]pyridin-6-yl)oxy]oxan-4-yl]-4-methylbenzenesulfonamide BrC=1C=C2C(=NC1O[C@H]1COCC[C@@H]1C1=C(C=CC(=C1)C)S(=O)(=O)N)N(C=C2)COCC[Si](C)(C)C